CC1=C(CNNC(=O)NC2=CC=CC=C2)C=CC(=N1)C=1C=NC2=CC=CC=C2C1 2-[2-Methyl-6-(quinolin-3-yl)nicotinyl]-N-phenylhydrazine-1-carboxamide